6-(4-(4-Isopropylpiperazin-1-yl)phenyl)-1,4-dimethyl-2-(4-(methylsulfonyl)phenyl)-1H-pyrrolo[3,2-c]pyridin C(C)(C)N1CCN(CC1)C1=CC=C(C=C1)C1=CC2=C(C(=N1)C)C=C(N2C)C2=CC=C(C=C2)S(=O)(=O)C